(trans-3-(3-cyclopropyl-4-(7-fluoro-1-isopropyl-1H-pyrrolo[3,2-c]pyridin-4-yl)-1H-pyrazol-1-yl)cyclobutyl)methanamine C1(CC1)C1=NN(C=C1C1=NC=C(C2=C1C=CN2C(C)C)F)[C@@H]2C[C@H](C2)CN